Fmoc-(2S)-2-Amino-3-(3-pyridyl)propanoic acid C(=O)(OCC1C2=CC=CC=C2C2=CC=CC=C12)[C@@](C(=O)O)(CC=1C=NC=CC1)N